C(C)(C)(C)OC(NC1CN(C1)C1=NC(=C(C(=C1C#N)CC)C#N)SC(C(=O)N)C1=CC=CC=C1)=O (1-(6-((2-amino-2-oxo-1-phenylethyl)thio)-3,5-dicyano-4-ethylpyridin-2-yl)azetidin-3-yl)carbamic acid tert-butyl ester